1-cyclopropylbenzimidazole-5-carbaldehyde C1(CC1)N1C=NC2=C1C=CC(=C2)C=O